zinc selenate selenium [Se+2].[Se](=O)(=O)([O-])[O-].[Zn+2].[Se](=O)(=O)([O-])[O-]